[C@@H]1([C@H](O)[C@@H](O)[C@@H](O)[C@H](O1)CO)O[C@H]1[C@@H]([C@H](C(O)O[C@@H]1CO)O)O 4-O-β-D-galactopyranosyl-D-glucopyranose